CC=1C=CC=2N(C3=CC=C(C=C3C2C1)C)CCCCOP(O)(O)=O (4-(3,6-dimethyl-9H-carbazole-9-yl)butyl)phosphoric acid